2-(3-(cyclohexylmethoxy)-5-methylphenoxy)ethanamine C1(CCCCC1)COC=1C=C(OCCN)C=C(C1)C